FC(C1=CC=C(OCCC=2C=C3C(=CNC3=CC2)NC(C)=O)C=C1)(F)F N-(5-[2-[4-(trifluoromethyl)phenoxy]ethyl]-1H-indol-3-yl)acetamide